C1(=CC=CC=C1)C1=NN2C(NC=CC2=O)=C1C1=CC=CC=C1 2,3-diphenylpyrazolo[1,5-a]pyrimidin-7(4H)-one